C[C@H](C#CCCC)O (2R)-hept-3-yn-2-ol